NC1=CC=C(C=C1)C1=C2NC(=C1)C=C1C=CC(=N1)C=C1C=CC(N1)=CC=1C=CC(N1)=C2 (4-aminophenyl)-21H,23H-porphine